1-[3-chloro-5-(2,6-difluorophenyl)-6H-pyrazolo[1,5-a][1,3,5]benzotriazepin-9-yl]pyrrolidin-3-ol ClC=1C=NN2C1N=C(NC1=C2C=C(C=C1)N1CC(CC1)O)C1=C(C=CC=C1F)F